FC(C(=O)O)(F)F.CNC(=O)C1=CC2=C(NC(=N2)C=2C=CC=C3C=CC=NC23)C=C1 N-methyl-2-(quinolin-8-yl)-1H-benzo[d]imidazole-5-carboxamide trifluoroacetate